CC1=CC(=CC2=C1O[C@@](CC2)(C)CC/C=C(\C)/CC/C=C(\C)/CCC=C(C)C)O 5-tocotrienol